5-(5-(((1-cyclohexyl-1H-pyrazol-5-yl)methyl)amino)isoxazol-3-yl)-2-fluorophenol C1(CCCCC1)N1N=CC=C1CNC1=CC(=NO1)C=1C=CC(=C(C1)O)F